CC=1C=C(C=CC1C(=C)C)C(=C)C 3-methyl-1,4-diisopropenylbenzene